1H-benzo[c][1,2]thiazine 2,2-dioxide N1S(C=CC2=C1C=CC=C2)(=O)=O